6-[4-[(3,5-difluorophenyl)methyl]piperidine-1-carbonyl]-4H-1,4-benzoxazin-3-one FC=1C=C(C=C(C1)F)CC1CCN(CC1)C(=O)C=1C=CC2=C(NC(CO2)=O)C1